2-[(2E)-2-(aminomethyl)-3-fluoroprop-2-en-1-yl]-4-{[5-(pyridazin-4-yl)thiophen-2-yl]methyl}-2,4-dihydro-3H-1,2,4-triazol-3-one NC/C(/CN1N=CN(C1=O)CC=1SC(=CC1)C1=CN=NC=C1)=C\F